6-((S)-2,2,2-trifluoro-1-(methylamino)ethyl)pyridin-3-amine FC([C@@H](NC)C1=CC=C(C=N1)N)(F)F